4-(5-(3-methylphenyl)-3-(trifluoromethyl)-1H-pyrazol-1-yl)benzenesulfonamide CC=1C=C(C=CC1)C1=CC(=NN1C1=CC=C(C=C1)S(=O)(=O)N)C(F)(F)F